COC([C@H](CC1=CC(=C(C=C1)O)Br)NC(=O)OC(C)(C)C)=O (S)-3-(3-bromo-4-hydroxyphenyl)-2-((tert-butoxycarbonyl)amino)propionic acid methyl ester